S1C2=C(C=C1C(=O)[O-])C=CC=C2 benzo[b]thiophen-2-carboxylat